C(#N)C(NC(=O)[C@@H]1[C@@H]2[C@H](CN1C([C@H](C(C)C)NC(C(C)(F)F)=O)=O)CCC2)C2=NN=CC1=CC=CC=C21 (3S,3aS,6aR)-N-[cyano(phthalazin-1-yl)methyl]-2-[(2S)-2-(2,2-difluoropropanoylamino)-3-methyl-butanoyl]-3,3a,4,5,6,6a-hexahydro-1H-cyclopenta[c]pyrrole-3-carboxamide